BrC=1C=C(C(N(C1)C)=O)NC1=NC=C(C=C1)N1[C@H](CNCC1)C (S)-5-bromo-1-methyl-3-(5-(2-methylpiperazin-1-yl)pyridin-2-ylamino)pyridin-2(1H)-one